Benzyl (2S,5S)-5-((4-(7-bromo-6-cyano-1-((2-(trimethylsilyl)ethoxy)methyl)-1H-indol-3-yl)-5-chloropyrimidin-2-yl)amino)-2-methyl-piperidine-1-carboxylate BrC=1C(=CC=C2C(=CN(C12)COCC[Si](C)(C)C)C1=NC(=NC=C1Cl)N[C@H]1CC[C@@H](N(C1)C(=O)OCC1=CC=CC=C1)C)C#N